(R)-1-(4-chlorobenzyl)-3-(4-((3,4-dimethyl-2-oxopiperazin-1-yl)methyl)phenyl)urea ClC1=CC=C(CNC(=O)NC2=CC=C(C=C2)CN2C([C@H](N(CC2)C)C)=O)C=C1